COCC1=NN(C=C1NC1=NN(C2=CC(=CC=C12)C(C)(C)O)C(C)C)C 2-[3-{[3-(methoxymethyl)-1-methyl-1H-pyrazol-4-yl]amino}-1-(propan-2-yl)-1H-indazol-6-yl]propan-2-ol